ClC=1C(=C(C=CC1)C1=CC(=CC=C1)NC(C1=NC=C(C=C1)C(OC)OC)=O)C chloro-3'-(5-(dimethoxymethyl)picolinamido)-2-methyl-[1,1'-biphenyl]